FC1=C2CN(C(C2=CC=C1C[C@H]1OCCC[C@@H]1NC(C)CCCC(F)(F)F)=O)C1C(NC(CC1)=O)=O 3-(4-fluoro-1-oxo-5-(((2R,3S)-3-((6,6,6-trifluorohexan-2-yl)amino)tetrahydro-2H-pyran-2-yl)methyl)isoindolin-2-yl)piperidine-2,6-dione